(Z)-3-methylcyclopentadeca-5-enone CC1CC(CCCCCCCCC\C=C/C1)=O